FC=1C=C(C=CC1F)[C@H](C)NC(=O)C1=NC(=CN=C1NCC1=CC=C(C=C1)C1=NC(=C(N=C1)N)CCC(C)N)C#N 3-{4-[5-Amino-6-(3-amino-butyl)-pyrazin-2-yl]-benzylamino}-6-cyano-pyrazine-2-carboxylic acid [(S)-1-(3,4-difluorophenyl)-ethyl]-amide